glycidoxypropyl-triisopropoxysilane C(C1CO1)OCCC[Si](OC(C)C)(OC(C)C)OC(C)C